COC=1C=C(CNCCC2=CC=CC3=CC=C(C=C23)OC)C=CC1 N-(3-methoxybenzyl)-2-(7-methoxynaphthalen-1-yl)ethan-1-amine